(1,1-Difluorobutan-2-yl)-6,6-dimethyl-2-((1-(methylsulfonyl)piperidin-4-yl)amino)-5,8-dihydropyrido[2,3-d]pyrimidin-7(6H)-one FC(C(CC)C=1C2=C(N=C(N1)NC1CCN(CC1)S(=O)(=O)C)NC(C(C2)(C)C)=O)F